C(C)OCCOCCOC1=CC=C(C=C1)I 1-[2-(2-ethoxyethoxy)ethoxy]-4-iodobenzene